(4-methoxy-4-methylpiperidin-1-yl)-2-oxo-6-(prop-1-en-2-yl)-1,2-dihydro-1,7-naphthyridine-3-carbonitrile COC1(CCN(CC1)N1C(C(=CC2=CC(=NC=C12)C(=C)C)C#N)=O)C